ClC1=C(C=CC(=C1)O)C1=CC(=C2C=NN(C2=C1)C1OCCCC1)O[C@@H]1C[C@H](C1)OC(NC)=O trans-(3-((6-(2-chloro-4-hydroxyphenyl)-1-(tetrahydro-2H-pyran-2-yl)-1H-indazol-4-yl)oxy)cyclobutyl)(methyl)carbamate